BrC1=CC(=C(C(=C1)F)CN1C=NC=2C(=NC=CC21)OC)F 1-((4-bromo-2,6-difluorophenyl)methyl)-4-methoxyimidazo[4,5-C]pyridine